Cl.Cl.O1[C@@H]2[C@H](NC(C1)=O)CNCC2 |r| rac-(4ar,8as)-hexahydro-2H-pyrido[4,3-b][1,4]oxazin-3(4H)-one dihydrochloride